3-{4-[(1S,4S,5R)-5-{[1-(2-chloro-6-methylphenyl)-4-cyclopropyl-1H-pyrazol-5-yl]methoxy}-2-azabicyclo[2.2.1]heptan-2-yl]-3-fluorophenyl}propanoic acid ClC1=C(C(=CC=C1)C)N1N=CC(=C1CO[C@H]1[C@@H]2CN([C@H](C1)C2)C2=C(C=C(C=C2)CCC(=O)O)F)C2CC2